N-(2-aminoethyl)-2,6-dimethoxy-4-[5-(1-methylpyrazol-4-yl)benzimidazol-1-yl]benzamide NCCNC(C1=C(C=C(C=C1OC)N1C=NC2=C1C=CC(=C2)C=2C=NN(C2)C)OC)=O